9-(2-naphthyl-1,3,4,5,6,7,8-d7)-9'-(phenyl-2,3,4,5,6-d5)-9H,9'H-3,3'-bicarbazole-1,1',2,2',4,4',5,5',6,6',7,7',8,8'-d14 C1(=C(C(=C(C2=C(C(=C(C(=C12)[2H])[2H])[2H])[2H])[2H])[2H])N1C2=C(C(=C(C(=C2C=2C(=C(C(=C(C12)[2H])[2H])C=1C(=C(C=2N(C3=C(C(=C(C(=C3C2C1[2H])[2H])[2H])[2H])[2H])C1=C(C(=C(C(=C1[2H])[2H])[2H])[2H])[2H])[2H])[2H])[2H])[2H])[2H])[2H])[2H])[2H]